C(C)(C)C1=NN2C(=NN(C(C2=C1)=O)CC(=O)OCC)C(C)C ethyl 2-(2,7-diisopropyl-4-oxopyrazolo[1,5-d][1,2,4]triazin-5(4H)-yl)acetate